Cl.NC(C(=O)NC=1C=NC(=CC1)C=1C(=NN(C1CC)COCC[Si](C)(C)C)C)=C(C1CCCCC1)C1CCCCC1 (2S)-2-amino-3,3-dicyclohexyl-N-[6-[5-ethyl-3-methyl-1-(2-trimethylsilylethoxymethyl)pyrazol-4-yl]-3-pyridinyl]acrylamide hydrochloride